The molecule is a carbamate ester that is the methyl ester of (2-chloro-5-{(1E)-N-[(6-methylpyridin-2-yl)methoxy]ethanimidoyl}benzyl)carbamic acid. A fungicide having excellent activity against a wide range of plant pathogenic fungi, especially gray mould diseases caused by Botrytis cinerea. It has a role as a mitochondrial cytochrome-bc1 complex inhibitor and an antifungal agrochemical. It is a carbamate fungicide and a methyl (2-chloro-5-{N-[(6-methylpyridin-2-yl)methoxy]ethanimidoyl}benzyl)carbamate. CC1=NC(=CC=C1)CO/N=C(\\C)/C2=CC(=C(C=C2)Cl)CNC(=O)OC